[1-(hydroxymethyl)cyclobutyl]-6-methyl-4-[(1-methylcyclopropyl)amino]furo[2,3-d]pyrimidine-5-carboxamide OCC1(CCC1)C=1N=C(C2=C(N1)OC(=C2C(=O)N)C)NC2(CC2)C